OC1CN(CCC1)S(=O)(=O)C 3-hydroxy-1-methanesulfonylpiperidin